Racemic-8-chloro-N-(1-(6,7-difluoro-1-oxo-1,2-dihydroisoquinolin-4-yl)ethyl)-N-methylindolizine-2-carboxamide ClC1=CC=CN2C=C(C=C12)C(=O)N(C)[C@H](C)C1=CNC(C2=CC(=C(C=C12)F)F)=O |r|